C(CCC)N(CCCC)CC=1C=C(C=CC1)C1=CC=2C(=NC=CC2C=2C=C3C(=NNC3=CC2)N)N1 5-(2-(3-((dibutylamino)methyl)phenyl)-1H-pyrrolo[2,3-b]pyridin-4-yl)-1H-indazol-3-amine